C(C)C1(C=O)CC(=CC(=C1)F)F 1-ethyl-3,5-difluorobenzaldehyde